CC1(OC2=C(CO1)C=CC=C2)C 2,2-dimethyl-4H-benzo[1,3]dioxin